vinylbenzyl-4,4'-bipyridyl chloride [Cl-].C(=C)C=1C(=NC=CC1C1=CC=NC=C1)CC1=CC=CC=C1